8-(6-(3-(3-fluorophenoxy)azetidin-1-yl)pyridin-3-yl)quinoxalin-6-amine FC=1C=C(OC2CN(C2)C2=CC=C(C=N2)C=2C=C(C=C3N=CC=NC23)N)C=CC1